2-(3-(((4-(2-((6-(isoxazol-4-yl)-1H-indazol-4-yl)amino)ethoxy)butyl)amino)methyl)-5-methylphenyl)acetonitrile O1N=CC(=C1)C1=CC(=C2C=NNC2=C1)NCCOCCCCNCC=1C=C(C=C(C1)C)CC#N